(2S)-4,4-difluoro-N-{4-[5-fluoro-7-(2-methoxyethoxy)-3-(pyridin-2-yl)-1H-pyrrolo[3,2-b]pyridin-2-yl]pyridin-2-yl}-2-(4-fluorophenyl)butanamide FC(C[C@H](C(=O)NC1=NC=CC(=C1)C1=C(C2=NC(=CC(=C2N1)OCCOC)F)C1=NC=CC=C1)C1=CC=C(C=C1)F)F